5-chloro-2-((5-cyanopyridin-3-yl)methoxy)-4-(3-(1-(3-(4-hydroxypiperidin-1-yl)propyl)indoline-4-yl)-2-methyl-(benzyloxy)benzyl)-4-hydroxyproline methyl ester COC([C@]1(NC(C(C1)(O)C(C1=C(C(=CC=C1)C1=C2CCN(C2=CC=C1)CCCN1CCC(CC1)O)C)OCC1=CC=CC=C1)Cl)OCC=1C=NC=C(C1)C#N)=O